2'-(ethoxymethyl)-N-(ethylcarbamoyl)-[1,1'-biphenyl]-2-sulfanilamide C(C)OCC1=C(C=CC=C1)C=1C(=CC=CC1)C=1C=CC=C(C1S(=O)(=O)NC(NCC)=O)N